C1CCOC(C1)C(=O)[O-].[K+] potassium oxanate